C(C)(C)(C)OC(=O)N(CCC1=NC(=CC=C1[N+](=O)[O-])OC)CC1=C(C=CC(=C1F)F)NC1=C(C(=O)OC)C=C(C(=C1)F)Cl methyl 2-((2-(((tert-butoxycarbonyl) (2-(6-methoxy-3-nitropyridin-2-yl) ethyl)-amino) methyl)-3,4-difluorophenyl) amino)-5-chloro-4-fluoro-benzoate